CC=1C(=C(C=C(C1)C(F)(F)F)O)C=1C=CC2=C(N=C(N=C2)N[C@H]2CN(CCC2)C)N1 (R)-3-methyl-2-(2-((1-methylpiperidin-3-yl)amino)pyrido[2,3-d]pyrimidin-7-yl)-5-(trifluoromethyl)phenol